9-[[4-[1-cyclobutyl-4-(trifluoromethyl)imidazol-2-yl]phenyl]methyl]-2-(4-cyclopropyl-6-methoxy-pyrimidin-5-yl)-7H-purin-8-imine C1(CCC1)N1C(=NC(=C1)C(F)(F)F)C1=CC=C(C=C1)CN1C2=NC(=NC=C2NC1=N)C=1C(=NC=NC1OC)C1CC1